5-oxo-L-prolyl-L-histidyl-L-tryptophanyl-L-seryl-L-tyrosyl-D-leucyl-L-leucyl-L-Arginyl-L-prolyl-ethylamide O=C1CC[C@H](N1)C(=O)N[C@@H](CC1=CNC=N1)C(=O)N[C@@H](CC1=CNC2=CC=CC=C12)C(=O)N[C@@H](CO)C(=O)N[C@@H](CC1=CC=C(C=C1)O)C(=O)N[C@H](CC(C)C)C(=O)N[C@@H](CC(C)C)C(=O)N[C@@H](CCCNC(N)=N)C(=O)N1[C@@H](CCC1)C(=O)[N-]CC